COC(=O)C=1C=CC2=C(N(C=N2)CC2OCCCC2)C1 1-((tetrahydro-2H-pyran-2-yl)methyl)-1H-benzo[d]Imidazole-6-carboxylic acid methyl ester